5-((5-(bromomethyl)-3',5'-dichloro-4-fluoro-[1,1'-biphenyl]-3-yl)oxy)-2-(methylsulfonyl)pyrimidine BrCC=1C(=C(C=C(C1)C1=CC(=CC(=C1)Cl)Cl)OC=1C=NC(=NC1)S(=O)(=O)C)F